ClC(CC(Cl)Cl)(F)F 1,3,3-trichloro-1,1-difluoro-propane